C(C)NC(OCCl)=O chloromethyl N-ethylcarbamate